γ-methylacryloxypropyl-trimethoxysilane ethyl-salicylate (ethyl-salicylate) C(C)OC=1C(C(=O)O)=CC=CC1.C(C)OC=1C(C(=O)O)=CC=CC1.CC=CC(=O)OCCC[Si](OC)(OC)OC